zirconium butoxide (acetylacetate) (bisethylacetoacetate) C(C)C(C(CC(=O)[O-])=O)CC.C(C)(=O)CC(=O)[O-].[O-]CCCC.[Zr+3]